1-methylene-2-naphthol C=C1C(C=CC2=CC=CC=C12)O